FC1(CCC(CC1)(O)[C@@H]1N2C(C3=CC=CC=C13)=CN=C2)F (R)-4,4-Difluoro-1-(5H-imidazo[5,1-a]isoindol-5-yl)cyclohexan-1-ol